C(CCCOC=1C(=CC2=C(N=C(OC2=O)C=2N=NC(=CC2)N2C=NC=C2)C1F)F)OC=1C(=CC2=C(N=C(OC2=O)C=2N=NC(=CC2)N2C=NC=C2)C1F)F 7,7'-(butane-1,4-diylbis(oxy))bis(2-(6-(1H-imidazol-1-yl)pyridazin-3-yl)-6,8-difluoro-4H-benzo[d][1,3]oxazin-4-one)